6-(5-methyl-2-furyl)-5-nitropyrimidine-2-amine CC1=CC=C(O1)C1=C(C=NC(=N1)N)[N+](=O)[O-]